2-((3,5-dichloro-2-fluoro-4-(2-fluoro-4-hydroxy-3-isopropylbenzyl)phenyl)amino)-N,N-dimethylacetamide ClC=1C(=C(C=C(C1CC1=C(C(=C(C=C1)O)C(C)C)F)Cl)NCC(=O)N(C)C)F